ClC=1C=C(C=CC1)C(CNC(=O)NCC1CC1)(C)OC 1-[2-(3-chlorophenyl)-2-methoxy-propyl]-3-(cyclopropylmethyl)urea